BrC1=C2C=CC=NC2=CC(=C1)C(F)(F)F 5-bromo-7-(trifluoromethyl)quinolin